C(CCC)O[Ti](O[Si](C)(C)C)(OCCCC)OCCCC Tri-n-butoxy(trimethyl-siloxy)titanium